[Se-2].[Zn+2] zinc selenide